ethyl-2-bromo-3,5-difluoroisonicotinic acid C(C)C=1N=C(C(=C(C(=O)O)C1F)F)Br